[1-(2-ethylsulfinyl-6-methyl-4-oxo-chromen-8-yl)ethylamino]Benzoic acid C(C)S(=O)C=1OC2=C(C=C(C=C2C(C1)=O)C)C(C)NC1=C(C(=O)O)C=CC=C1